ClC1=CC(=C(C=N1)NCC(F)(F)F)N 6-chloro-N3-(2,2,2-trifluoroethyl)pyridine-3,4-diamine